3-benzyl-5-(4-nitrophenyl)-1H-pyrazole C(C1=CC=CC=C1)C1=NNC(=C1)C1=CC=C(C=C1)[N+](=O)[O-]